C1(CCC1)C1=CC=C2C=C(C(NC2=C1C1=CN=C(N1)C1=CC=CC=C1)=O)C(=O)N[C@H]1CS(C=C1)(=O)=O (R)-7-Cyclobutyl-N-(1,1-dioxido-2,3-dihydrothiophen-3-yl)-2-oxo-8-(2-phenyl-1H-imidazol-5-yl)-1,2-dihydroquinoline-3-carboxamide